2-OXOPROPYL PROPANOATE C(CC)(=O)OCC(C)=O